Cl.C1(=CC=CC=C1)C=1C(N(C(C1)=O)[C@@H]1CNCCC1)=O (S)-3-phenyl-1-(piperidin-3-yl)-1H-pyrrole-2,5-dione hydrochloride